(S)-1-(oxetan-2-ylmethyl)-2-((4-(6-(pyrazolo[1,5-a]pyridin-3-ylmethoxy)pyridine-2-yl)piperidin-1-yl)methyl)-1H-benzo[d]imidazole-6-carboxylic acid tert-butyl ester C(C)(C)(C)OC(=O)C=1C=CC2=C(N(C(=N2)CN2CCC(CC2)C2=NC(=CC=C2)OCC=2C=NN3C2C=CC=C3)C[C@H]3OCC3)C1